O=C1CNCC1 3-oxopyrrolidin